C(C(=C)C)(=O)OCCN(C)CCOC(C(=C)C)=O N,N-bis(methacryloyloxyethyl)-N-methylamine